ClC1=NC=C(C(=C1)C1=C(C=NC(=C1)C)C(=O)NC=1SC(=NN1)OCC12CC(C1)(C2)F)OC 2'-chloro-N-(5-((3-fluoro-bicyclo(1.1.1)pentan-1-yl)methoxy)-1,3,4-thiadiazol-2-yl)-5'-methoxy-6-methyl-(4,4'-bipyridine)-3-carboxamide